OCCONC(=O)C1=CC2=C(N=CN2C)C(=C1NC1=C(C=C(C=C1)Cl)Cl)F 6-(2,4-Dichloro-phenylamino)-7-fluoro-3-methyl-3H-benzoimidazole-5-carboxylic acid (2-hydroxy-ethoxy)-amide